FC=1C=C(C=C(C1C)NC(=O)C=1C=NN2C1C=C(C=C2)C(F)(F)F)C2=NOC(=N2)C2CN(C2)C(=O)OC methyl 3-(3-(3-fluoro-4-methyl-5-(5-(trifluoromethyl)pyrazolo[1,5-a]pyridine-3-carboxamido)phenyl)-1,2,4-oxadiazol-5-yl)azetidine-1-carboxylate